N1=C(C(=NC(=C1C#N)C#N)C#N)C#N 2,3,5,6-pyrazinetetranitrile